2-[2-(2,2-difluoroethoxy)phenyl]-6-methyl-N-[4-(oxetan-3-yl)phenyl]-3-oxo-2,3-dihydropyridazine-4-carboxamide FC(COC1=C(C=CC=C1)N1N=C(C=C(C1=O)C(=O)NC1=CC=C(C=C1)C1COC1)C)F